1-(4-(4-cyclopropylpiperazin-1-yl)-5-(isopropylthio)thiazol-2-yl)-4-(3-fluorophenyl)-3-methyl-1H-pyrazole-5-carboxylic acid C1(CC1)N1CCN(CC1)C=1N=C(SC1SC(C)C)N1N=C(C(=C1C(=O)O)C1=CC(=CC=C1)F)C